4-(4-(4-Acryloylpiperazin-1-yl)phenyl)-6-(1-(2-methoxyethyl)-1H-pyrazol-4-yl)pyrazolo[1,5-a]pyridine-3-carbonitrile C(C=C)(=O)N1CCN(CC1)C1=CC=C(C=C1)C=1C=2N(C=C(C1)C=1C=NN(C1)CCOC)N=CC2C#N